CN(C(OC(C=O)CCC=CC(=O)N(C)C)=O)C 7-(dimethylamino)-1,7-dioxohept-5-en-2-yl dimethylcarbamate